NCC(=O)NC1=CC=C(S1)C(=O)NC1=C(C=CC(=C1)Cl)OCCOC 5-(2-aminoacetylamino)-N-(5-chloro-2-(2-methoxyethoxy)phenyl)thiophene-2-carboxamide